C(C)NS(=O)(=O)C1=C(C=CC(=C1)NC=1N=NC=CC1)C1=CN=C(S1)[C@@H]1CC[C@H](CC1)NC(OC(C)C)=O isopropyl trans-N-[4-[5-[2-(ethylsulfamoyl)-4-[(pyridazin-3-yl)amino]phenyl]thiazol-2-yl]cyclohexyl]carbamate